CC(C)(C1=CC=CC=C1)C=1C=C(C=CC1)O 3-(1-methyl-1-phenylethyl)-phenol